4-(((3,3-difluorocyclobutyl) carbamoyl) cyclohexyl)-2,4-dimethylbenzo[d][1,3]dioxazole-5-carboxylate FC1(CC(C1)NC(=O)C1(CCCCC1)C1(C(=CC=C2ON(OC21)C)C(=O)[O-])C)F